3-(3,5-dichloro-2-fluoro-4-(4-hydroxy-3-isopropylbenzyl)phenyl)-N,N-dimethylpropanamide ClC=1C(=C(C=C(C1CC1=CC(=C(C=C1)O)C(C)C)Cl)CCC(=O)N(C)C)F